N1=CC=C(C=C1)CNC(NC1=CC=C(C=C1)S(=O)(=O)NCC1=C(C(=O)O)C=CC=C1)=O 2-{[4-(3-Pyridin-4-ylmethyl-ureido)-benzenesulfonylamino]-methyl}-benzoic acid